CC1=C(C(=O)NC=2SC(=NN2)CCC2=CC=CC=C2)C=CC=N1 2-methyl-N-(5-phenethyl-1,3,4-thiadiazol-2-yl)nicotinamide